N-vinyl-4-Vinyl-Pyridine C(=C)N1CC=C(C=C1)C=C